C(C)OC(CC1CCN(CC1)C1=C(C=C(C=C1F)C(N)=O)F)=O 2-(1-(4-carbamoyl-2,6-difluorophenyl)piperidin-4-yl)acetic acid ethyl ester